C1(C(C(C(C2(C(C3(C(C(C(C(C3(C(=C12)[2H])[2H])([2H])[2H])([2H])[2H])([2H])[2H])([2H])[2H])[2H])([2H])[2H])[2H])([2H])[2H])([2H])[2H])([2H])[2H])([2H])[2H] anthracene-d22